[Cl-].[Cl-].ClC(C=1C=C(C=CC1)C(=[Zr+2](C1=CC(=CC=2C3=CC(=CC=C3CC12)C(C)(C)C)C(C)(C)C)C1C=CC=C1)C1=CC(=CC=C1)C(Cl)(Cl)Cl)(Cl)Cl di-(m-trichloromethyl-phenyl)methylene(cyclopentadienyl)(3,6-di-tert-butylfluorenyl)zirconium dichloride